N1C=NC(=C1)CNC1=CSC=C1C1=COC=C1 N-((1H-imidazol-4-yl)methyl)-4-(furan-3-yl)thiophen-3-amine